2-{3-[(quinoxalin-6-yl)amino]prop-1-yn-1-yl}-1-(2,2,2-trifluoroethyl)-1H-indol N1=CC=NC2=CC(=CC=C12)NCC#CC=1N(C2=CC=CC=C2C1)CC(F)(F)F